Bis(methacryloyloxy-ethyl)hydrogenphosphat C(C(=C)C)(=O)OCCOP(=O)(O)OCCOC(C(=C)C)=O